N-(2-cyclohexylethyl)-5-((2-cyclopropyl-4-(pyridin-2-ylmethoxy)phenyl)amino)nicotinamide C1(CCCCC1)CCNC(C1=CN=CC(=C1)NC1=C(C=C(C=C1)OCC1=NC=CC=C1)C1CC1)=O